O=C1NC=C2CCCNC2=C1 7-oxo-1,3,4,7-tetrahydro-1,6-naphthyridin